BrC1=C2C(=NC=C1)NC(=C2)C2CCN(CC2)C(=O)OC(C)(C)C tert-Butyl 4-(4-bromo-1H-pyrrolo[2,3-b]pyridin-2-yl)piperidine-1-carboxylate